NC1=CC=C(N=N1)C1CCN(CC1)C(=O)C1=NC=C(C(=C1)OC)O[C@@H](C)C1CC1 [4-(6-Amino-pyridazin-3-yl)-piperidin-1-yl]-[5-((S)-1-cyclopropyl-ethoxy)-4-methoxy-pyridin-2-yl]-methanone